methylsulfonate copper [Cu+2].CS(=O)(=O)[O-].CS(=O)(=O)[O-]